5-amino-N-{2-[3-amino-4-(2-methoxypropoxy)pyrrolidin-1-yl]-5,6,7,8-tetrahydroquinolin-6-yl}-2,4-dimethylthieno[2,3-d]pyrimidine-6-carboxamide NC1=C(SC=2N=C(N=C(C21)C)C)C(=O)NC2CC=1C=CC(=NC1CC2)N2CC(C(C2)OCC(C)OC)N